4-(phenylamino)phenyl trifluoromethanesulfonate FC(S(=O)(=O)OC1=CC=C(C=C1)NC1=CC=CC=C1)(F)F